4-(3,5-dichlorophenyl)-1-(4-(3,5-dichlorophenyl)-5-(isopropylsulfanyl)thiazol-2-yl)-3-methyl-1H-pyrazole-5-carboxylic acid ClC=1C=C(C=C(C1)Cl)C=1C(=NN(C1C(=O)O)C=1SC(=C(N1)C1=CC(=CC(=C1)Cl)Cl)SC(C)C)C